Tert-butyl N-[3-[[4-[[4-[4-[6-chloro-4-(trifluoromethyl)-2-pyridyl]piperazin-1-yl]sulfonylphenyl]carbamoyl]phenyl]methylamino]propyl]carbamate ClC1=CC(=CC(=N1)N1CCN(CC1)S(=O)(=O)C1=CC=C(C=C1)NC(=O)C1=CC=C(C=C1)CNCCCNC(OC(C)(C)C)=O)C(F)(F)F